C1(CC1)C1=C(C=CC=C1)C1N(CCC1)CC1CC2(CN(C2)C(=O)OC(C)(C)C)C1 tert-butyl 6-((2-(2-cyclopropylphenyl)pyrrolidin-1-yl)methyl)-2-azaspiro[3.3]heptane-2-carboxylate